(3S)-3-{[1-cyclopentyl-5-(2,6-dimethoxyphenyl)-1H-pyrazol-3-yl]formamido}-5-(4-methylpiperazin-1-yl)pentanoic acid C1(CCCC1)N1N=C(C=C1C1=C(C=CC=C1OC)OC)C(=O)N[C@H](CC(=O)O)CCN1CCN(CC1)C